N-Formylurea C(=O)NC(=O)N